C[C@H](CCC[C@H](C)C(=O)O)[C@H]1CC[C@@H]2[C@@]1(CC[C@H]3C2=CC[C@@H]4[C@@]3(C=CC(=O)C4)C)C The molecule is a member of the class of dafachronic acids that is (25S)-5alpha-cholestan-26-oic acid which is substituted at position 3 by an oxo group and which contains double bonds at the 1-2 and 7-8 positions. Found in Caenorhabditis elegans. It has a role as a Caenorhabditis elegans metabolite. It is a member of dafachronic acids, a 3-oxo-Delta(1) steroid and a 3-oxo Delta(7)-steroid.